tert-butyl (1-(4-((1-(4-(2-(4-((tert-butoxycarbonyl)amino)piperidin-1-yl)ethyl)phenyl)-2-oxo-1,2-dihydropyrimidin-4-yl)carbamoyl)piperazin-1-yl)-2-methyl-1-oxopropan-2-yl)carbamate C(C)(C)(C)OC(=O)NC1CCN(CC1)CCC1=CC=C(C=C1)N1C(N=C(C=C1)NC(=O)N1CCN(CC1)C(C(C)(C)NC(OC(C)(C)C)=O)=O)=O